C1(=CC(=CC=C1)OC1C2C=CC(C1)C2)C 5-(m-tolyloxy)-bicyclo[2.2.1]hept-2-ene